N-{3-[({2-[(3-methoxyphenyl)amino]-5-(trifluoromethyl)pyrimidin-4-yl}amino)methyl]pyridin-2-yl}-N-methylmethane-sulfonamide COC=1C=C(C=CC1)NC1=NC=C(C(=N1)NCC=1C(=NC=CC1)N(S(=O)(=O)C)C)C(F)(F)F